neopentyl (6-(tert-butyl)-10-chloro-9-(3-methoxypropoxy)-2-oxo-6,7-dihydro-2H-pyrido[2,1-a]isoquinolin-3-yl)carbamate C(C)(C)(C)C1N2C(C3=CC(=C(C=C3C1)OCCCOC)Cl)=CC(C(=C2)NC(OCC(C)(C)C)=O)=O